CSC(C(=O)N1C(CCCC1)C1=NN=C(N1)C1=CC=C(C=C1)C)C 2-(Methylsulfanyl)-1-(2-(5-(p-tolyl)-4H-1,2,4-triazol-3-yl)piperidin-1-yl)propan-1-one